naphthalene-2-sulphonate C1=C(C=CC2=CC=CC=C12)S(=O)(=O)[O-]